3-[4-(3,3-difluorocyclobutyl)phenyl]Azetidine FC1(CC(C1)C1=CC=C(C=C1)C1CNC1)F